2-(pyrido[3,4-b]pyrazin-8-yl)-9H-fluoren-9-one N1=C2C(=NC=C1)C=NC=C2C2=CC=1C(C3=CC=CC=C3C1C=C2)=O